3-(4-(4-(5H-pyrrolo[3,2-d]pyrimidin-4-yl)piperazin-1-yl)butyl)-5-chloro-1H-indole N1=CN=C(C2=C1C=CN2)N2CCN(CC2)CCCCC2=CNC1=CC=C(C=C21)Cl